Dichloroacetic acid, heptadecyl ester ClC(C(=O)OCCCCCCCCCCCCCCCCC)Cl